1,1-bis(4-hydroxy-3-(1-methylpropyl)phenyl)-1-phenylethane OC1=C(C=C(C=C1)C(C)(C1=CC=CC=C1)C1=CC(=C(C=C1)O)C(CC)C)C(CC)C